ClC=1C=CC(=NC1)[C@@]1(OC2=C(C=CC=C2C=C1)C1CCN(CC1)CC1=NC2=C(N1C[C@H]1OCC1)C=C(C=C2)C(=O)O)C 2-((4-((R)-2-(5-chloropyridin-2-yl)-2-methyl-2H-chromen-8-yl)piperidin-1-yl)methyl)-1-(((S)-oxetan-2-yl)methyl)-1H-benzo[d]imidazole-6-carboxylic acid